Cis-tert-butyl (2R,3R)-2-((6-chlorobenzo[d][1,3]dioxol-5-yl)methyl)-1-propylpiperidine-3-carboxylate ClC=1C(=CC2=C(OCO2)C1)C[C@H]1N(CCC[C@H]1C(=O)OC(C)(C)C)CCC